1-((6-(2,2-difluoroethoxy)-2-(2-methyl-[1,1'-biphenyl]-3-yl)benzo[d]oxazol-5-yl)methyl)piperidine-2-carboxylic acid FC(COC1=CC2=C(N=C(O2)C=2C(=C(C=CC2)C2=CC=CC=C2)C)C=C1CN1C(CCCC1)C(=O)O)F